pentaerythritol [β-(3,5-di-t-butyl-4-hydroxyphenyl) propionate]-tris[β-(3-methyl-5-t-butyl-4-hydroxyphenyl) propionate] CC=1C=C(C=C(C1O)C(C)(C)C)CCC(=O)OCC(COC(CCC1=CC(=C(C(=C1)C(C)(C)C)O)C(C)(C)C)=O)(COC(CCC1=CC(=C(C(=C1)C(C)(C)C)O)C)=O)COC(CCC1=CC(=C(C(=C1)C(C)(C)C)O)C)=O